C[C@H](CCCC(C)C)[C@H]1CC=C2[C@@]1(CCC3=C2CC[C@@H]4[C@@]3(CC[C@@H](C4)O)C)C The molecule is a 3beta-sterol that is 5alpha-cholestane-3beta-ol having double bonds at the 8,9- and 14,15- positions. It derives from a hydride of a 5alpha-cholestane.